ethyl (Z)-3-(3-ethoxy-3-oxopropanamido)-4,4,4-trifluorobut-2-enoate C(C)OC(CC(=O)N\C(=C/C(=O)OCC)\C(F)(F)F)=O